FC(CN1C(=NC2=NC=C(C=C21)C2=CNC=1N=C(N=C(C12)OC)NC1CC(C1)(C)N1C(CCC1)=O)C)F 1-((1r,3r)-3-((5-(1-(2,2-difluoroethyl)-2-methyl-1H-imidazo[4,5-b]pyridin-6-yl)-4-methoxy-7H-pyrrolo[2,3-d]pyrimidin-2-yl)amino)-1-methylcyclobutyl)pyrrolidin-2-one